C(C)(=O)C=1C(=C(C=C2C(N(C(=NC12)C1CCOCC1)C1CC1)=O)F)F 8-acetyl-3-cyclopropyl-6,7-difluoro-2-(tetrahydro-2H-pyran-4-yl)quinazolin-4(3H)-one